ethyl 2-(allyl ((6-chloropyridazin-3-yl) methyl) amino)-2-oxoacetate C(C=C)N(C(C(=O)OCC)=O)CC=1N=NC(=CC1)Cl